ClC1=NC(=CC(=C1C#N)C(F)F)Cl 2,6-dichloro-4-(difluoromethyl)pyridine-3-carbonitrile